(1-methyl-2-(((1S,3R,5R)-1,2,2-trimethylbicyclo[3.1.0]hexan-3-yl)methyl)cyclopropyl)methyl acetate C(C)(=O)OCC1(C(C1)C[C@@H]1C([C@]2(C[C@H]2C1)C)(C)C)C